N,N-di-propylbenzamide C(CC)N(C(C1=CC=CC=C1)=O)CCC